(-)-N-methyl-3-phenyl-3-(o-tolyloxy)-propylamine CNCCC(OC1=C(C=CC=C1)C)C1=CC=CC=C1